methyl (R)-2-((1H-pyrrolo[2,3-b]pyridin-5-yl)oxy)-4-(2-(4-(3,4-dimethoxybenzyl)-2-(2-isopropylphenyl)piperazin-1-yl)-7-azaspiro[3.5]nonan-7-yl)benzoate N1C=CC=2C1=NC=C(C2)OC2=C(C(=O)OC)C=CC(=C2)N2CCC1(CC(C1)N1[C@@H](CN(CC1)CC1=CC(=C(C=C1)OC)OC)C1=C(C=CC=C1)C(C)C)CC2